Boc-N-methyl-hydroxylamine hydrochloride Cl.C(=O)(OC(C)(C)C)N(O)C